FC=1C=C2C(=CC=NC2=CC1)C1CCC(CC1)[C@H](C)C1=NN=C(N1)C1=CC=CC=C1 6-fluoro-4-((1S,4s)-4-((R)-1-(5-phenyl-4H-1,2,4-triazol-3-yl)ethyl)cyclohexyl)quinoline